1-[1-[(dimethylamino)methyl]cyclopropyl]pyrrole-3-carboxylic acid CN(C)CC1(CC1)N1C=C(C=C1)C(=O)O